FC1(CCC(CC1)C1=C(C#N)C(=CC=C1)COCC1CN(CC12CN(C2)C(=O)C2(CC2)C(F)(F)F)C(=O)C=2C=NN(C2)CC2=CC=C(C=C2)F)F 2-(4,4-difluorocyclohexyl)-6-(((6-(1-(4-fluorobenzyl)-1H-pyrazole-4-carbonyl)-2-(1-(trifluoromethyl)cyclopropane-1-carbonyl)-2,6-diazaspiro[3.4]octan-8-yl)methoxy)methyl)benzonitrile